C1(=CC=CC=C1)CS(=O)(=O)NC1C2SCC=C(N2C1)C(=O)O 7-((phenylmethyl)sulfonamido)-5-thia-1-azabicyclo[4.2.0]oct-2-ene-2-carboxylic acid